C1(CCCCC1)CC[C@H](C(=O)O)NC (R)-4-cyclohexyl-2-(methylamino)butanoic acid